3,4-dihydroxybenzylideneacetone OC=1C=C(C=CC(C)=O)C=CC1O